BrC=1C=CC=2C3=C(C(C2C1)(CCCCCCCCCCCCCCCC)CCCCCCCCCCCCCCCC)C=CC1=NSN=C13 8-bromo-6,6-dihexadecyl-6H-fluoreno[3,4-c][1,2,5]Thiadiazole